C(C)(C)(C)C=1SC(=CN1)C(=O)NCC1=C(C=C(C=C1)C1=NC(=NC=C1)NC1=NN2C(CN(CC2)CC)=C1)C 2-(tert-butyl)-N-(4-(2-((5-ethyl-4,5,6,7-tetrahydropyrazolo[1,5-a]pyrazin-2-yl)amino)pyrimidin-4-yl)-2-methylbenzyl)thiazole-5-carboxamide